C(C)(C)(C)OC(=O)N1C[C@H]([C@@H]([C@@H](C1)O)O)O[Si](C)(C)C(C)(C)C |r| rac-(3R,4R,5R)-3-{[tert-butyl-(dimethyl)silyl]oxy}-4,5-dihydroxypiperidine-1-carboxylic acid tert-butyl ester